NC1=C(C=C(C=N1)NC=1C(=NC=C(C1)C(F)(F)F)CN(C(C=S)=O)C(C)C1=NC=CC=C1F)C 3-((6-amino-5-methylpyridin-3-yl)amino)-N-(1-(3-fluoropyridin-2-yl)ethyl)-2-thioxo-N-((5-(trifluoromethyl)pyridin-2-yl)methyl)acetamide